[N+](=O)([O-])C1=CC=C(O1)C#CC1=NC2=CC=CC=C2N=C1 2-((5-nitrofuran-2-yl)ethynyl)quinoxaline